NC1(CN(CCC1)C(=O)OCC1=CC=CC=C1)C#N benzyl 3-amino-3-cyano-piperidine-1-carboxylate